BrC=1C(=NN(C1NC(=O)N[C@@H]1CN(C[C@H]1C1=CC(=C(C=C1)F)F)CCOC)C1=CC=CC=C1)C=1C=NN(C1)C 1-(4-bromo-1'-methyl-1-phenyl-1H,1'H-[3,4'-bipyrazol]-5-yl)-3-((3S,4R)-4-(3,4-difluorophenyl)-1-(2-methoxyethyl)pyrrolidin-3-yl)urea